(3,3-Dimethyl-2,3-dihydro-1H-indol-6-yl)-2-{[(pyridin-4-yl)methyl]amino}pyridine-3-carboxamide CC1(CNC2=CC(=CC=C12)C1=C(C(=NC=C1)NCC1=CC=NC=C1)C(=O)N)C